5-hydroxy-tyrosine OC=1C(=CC=C(C[C@H](N)C(=O)O)C1)O